C(C)S(=O)(=O)NC=1C=C(C=CC1)CC=1C(=C(C(=C(C(=O)N)C1)NC1=C(C=C(C=C1)I)F)F)F 5-[[3-(Ethylsulfonylamino)phenyl]methyl]-3,4-difluoro-2-(2-fluoro-4-iodoanilino)benzamide